N1-(5-((8-(4-fluoro-2-isopropoxyphenyl)quinazolin-2-yl)amino)-2-methylphenyl)-N4-methylterephthalamide FC1=CC(=C(C=C1)C=1C=CC=C2C=NC(=NC12)NC=1C=CC(=C(C1)NC(C1=CC=C(C(=O)NC)C=C1)=O)C)OC(C)C